diacrylate compound with dithiol S1SCC=C1.C(C=C)(=O)O.C(C=C)(=O)O